Methyl 2-phenethyl-8-((1-propyl-1H-indol-3-yl)methyl)-2,8-diazaspiro[4.5]decane-4-carboxylate C(CC1=CC=CC=C1)N1CC2(C(C1)C(=O)OC)CCN(CC2)CC2=CN(C1=CC=CC=C21)CCC